NCOCCCNCCCOCN bis[3-(aminomethyl)oxypropyl]amine